CN1CCN(CC1)CC(O)C1=CC=CC=C1 2-(4-methylpiperazino)-1-phenylethanol